[N+](=O)([O-])C1=CC(=C(C=C1)C)C 4-nitro-1,2-dimethylbenzene